azido-2'-deoxy-guanosine triphosphate P(O)(=O)(OP(=O)(O)OP(=O)(O)O)OC[C@@H]1[C@H](C[C@@](O1)(N1C=NC=2C(=O)NC(N)=NC12)N=[N+]=[N-])O